CN1C(OC2=C1C=CC(=C2)C2CCN(CC2)C(=O)NCCCCC2=CC=CC=C2)=O 4-(3-methyl-2-oxo-1,3-benzoxazol-6-yl)-N-(4-phenylbutyl)piperidine-1-carboxamide